N-methyl[1,3]thiazolo[5,4-d]pyrimidin-2-amine hydrochloride Cl.CNC=1SC=2N=CN=CC2N1